5-(6-(Cyclopropylethynyl)-5-((1S,2S)-2-(fluoromethyl)cyclopropyl)pyridazin-3-yl)pyrimidine C1(CC1)C#CC1=C(C=C(N=N1)C=1C=NC=NC1)[C@@H]1[C@H](C1)CF